CC1(N(CCC1)CC(=O)NC=1C=NC(=C(C1)NC1=NN(C2=NC(=NC=C21)NC=2C=NN(C2)C)C)C)C 2-(2,2-dimethylpyrrolidin-1-yl)-N-(6-methyl-5-((1-methyl-6-((1-methyl-1H-pyrazol-4-yl)amino)-1H-pyrazolo[3,4-d]pyrimidin-3-yl)amino)pyridin-3-yl)acetamide